N-(4-chloro-3-(1-methyl-1H-1,2,4-triazol-3-yl)phenyl)-1-(5-formyl-1,3,4-oxadiazol-2-yl)-3-methyl-6-azabicyclo[3.1.1]heptane-6-carboxamide ClC1=C(C=C(C=C1)NC(=O)N1C2CC(CC1(C2)C=2OC(=NN2)C=O)C)C2=NN(C=N2)C